O1N=C(C2=C1C=CC=C2)C2=C(C=CC=C2)[C@H](CC2=NC(=CC=C2F)C=2C=NNC2)N[S@@](=O)C(C)(C)C (S)-N-{(S)-1-[2-(benzo[d]isoxazol-3-yl)phenyl]-2-[3-fluoro-6-(1H-pyrazol-4-yl)pyridine-2-yl]ethyl}-2-methylpropane-2-sulfinamide